2-[3''-Chloro-1,1':2',1''-terphenyl-5''-yl]-4,6-diphenyl-1,3,5-triazine ClC=1C=C(C=C(C1)C1=NC(=NC(=N1)C1=CC=CC=C1)C1=CC=CC=C1)C=1C(=CC=CC1)C1=CC=CC=C1